N-(5-(3-chloro-4-(difluoromethyl)benzoyl)-5,6-dihydro-4H-pyrrolo[3,4-d]thiazol-2-yl)-4-(5-cyano-2-methoxyphenyl)-6-methylnicotinamide ClC=1C=C(C(=O)N2CC=3N=C(SC3C2)NC(C2=CN=C(C=C2C2=C(C=CC(=C2)C#N)OC)C)=O)C=CC1C(F)F